C1(CC1)N1N=CC(=C1)C1=C(N=C2N(C1=O)C=CC=C2)C(F)(F)F 3-(1-cyclopropyl-1H-pyrazol-4-yl)-2-(trifluoromethyl)-4H-pyrido[1,2-a]pyrimidin-4-one